ClC1=NC=2N(C(=C1)N1CCOCC1)N=C(C2)C2OCCC2 4-(5-chloro-2-(tetrahydrofuran-2-yl)pyrazolo[1,5-a]pyrimidin-7-yl)morpholine